4-acetyl-6-fluoro-7-(4-iodo-1-methyl-1H-pyrazol-5-yl)-3,4-dihydrospiro[benzo[b][1,4]oxazine-2,1'-cyclopropane]-8-nitrile C(C)(=O)N1C2=C(OC3(CC3)C1)C(=C(C(=C2)F)C2=C(C=NN2C)I)C#N